(S)-4-(2-fluorophenyl)-5-methyl-N-(5-methyl-4-oxo-7-((tetrahydro-2H-pyran-4-yl)oxy)-2,3,4,5-tetrahydrobenzo[b][1,4]oxazepin-3-yl)pyrimidine-2-carboxamide FC1=C(C=CC=C1)C1=NC(=NC=C1C)C(=O)N[C@@H]1C(N(C2=C(OC1)C=CC(=C2)OC2CCOCC2)C)=O